OC1=C(C=C(C=C1)/C=C/C(=O)C1=CC=C(C=C1)OCCC)OC (E)-3-(4-Hydroxy-3-methoxyphenyl)-1-(4-propoxyphenyl)prop-2-en-1-one